2-(3,5-dichloro-4-((1-cyclohexyl-6-oxo-1,6-dihydropyridin-3-yl)oxy)phenyl)-3,5-dioxo-2,3,4,5-tetrahydro-1,2,4-triazine-6-carbonitrile ClC=1C=C(C=C(C1OC1=CN(C(C=C1)=O)C1CCCCC1)Cl)N1N=C(C(NC1=O)=O)C#N